CC1OC(CNC1)C(=O)[O-] 6-methyl-morpholine-2-carboxylate